1-(1-t-butoxycarbonyl-4-piperidylacetyl)-4-methanesulfonyloxy-piperidine C(C)(C)(C)OC(=O)N1CCC(CC1)CC(=O)N1CCC(CC1)OS(=O)(=O)C